C(C1=CC=CC=C1)OC=1C=CC2=C(C(=C(O2)C)C(=O)N2CCCCC2)C1 (5-(benzyloxy)-2-methylbenzofuran-3-yl)(piperidin-1-yl)methanone